C(CC)N(CCC)CC(=O)OC1=CC=CC=C1 phenol N,N-dipropylaminoacetate